1-[5-(4-methanesulfonylphenyl)-1H-pyrrolo[2,3-b]pyridine-2-carbonyl]-4-phenylpiperidine CS(=O)(=O)C1=CC=C(C=C1)C=1C=C2C(=NC1)NC(=C2)C(=O)N2CCC(CC2)C2=CC=CC=C2